4,4'-(((2-((allyloxy)methyl)-2-(((2,2-dimethyl-1,3-dioxolan-4-yl)methoxy)methyl)propane-1,3-diyl)bis(oxy))bis(methylene))bis(2,2-dimethyl-1,3-dioxolane) C(C=C)OCC(COCC1OC(OC1)(C)C)(COCC1OC(OC1)(C)C)COCC1OC(OC1)(C)C